(3,5-difluoro-4-methoxyphenyl)(7-methyl-2,3-dihydro-4H-benzo[b][1,4]thiazin-4-yl)methanone triphenyl-phosphate C1(=CC=CC=C1)OP(=O)(OC1=CC=CC=C1)OC1=CC=CC=C1.FC=1C=C(C=C(C1OC)F)C(=O)N1C2=C(SCC1)C=C(C=C2)C